1-Benzyl 2-methyl 3-allyl-2-methylpyrrolidine-1,2-dicarboxylate C(C=C)C1C(N(CC1)C(=O)OCC1=CC=CC=C1)(C(=O)OC)C